dihydro-1-methyl-2,4-dioxo-7-(trifluoromethyl)pyrido[2,3-d]pyrimidine-3(2H)-acetamide CN1C(N(C(C2C1=NC(=CC2)C(F)(F)F)=O)CC(=O)N)=O